(S)-4-Methyl-3-oxo-N-(1-(3-(trifluoromethoxy)phenyl)ethyl)pentanamide CC(C(CC(=O)N[C@@H](C)C1=CC(=CC=C1)OC(F)(F)F)=O)C